C(#N)/C(/C(=O)C1=C(N=C(S1)N(C(OCCCC)=O)C)C)=C\N(C)C butyl (E)-(5-(2-cyano-3-(dimethylamino)acryloyl)-4-methylthiazol-2-yl)(methyl)carbamate